3-methoxy-4-((3-(4-(((1S,4S)-4-((2-methoxyethyl)(methyl)amino)cyclohexyl)amino)-1-(2,2,2-trifluoroethyl)-1H-indol-2-yl)prop-2-yn-1-yl)amino)benzene-sulfonamide COC=1C=C(C=CC1NCC#CC=1N(C2=CC=CC(=C2C1)NC1CCC(CC1)N(C)CCOC)CC(F)(F)F)S(=O)(=O)N